FC(C)(C)C1=NC(=NC(=N1)N)NC1=C(C(=CC(=C1OC)F)F)F (1-fluoro-1-methyl-ethyl)-N4-(2,3,5-trifluoro-6-methoxy-phenyl)-1,3,5-triazine-2,4-diamine